C(C#C)SCC1=CC=C(C=C1)C(F)(F)F prop-2-yn-1-yl-(4-(trifluoromethyl)benzyl)sulfane